CC(=C[SiH2]O[Si](CCCN)(O[SiH2]C=C(C)C)O[SiH2]C=C(C)C)C tris(dimethylvinylsiloxy)-3-aminopropylsilane